tert-butyl (E)-allyl(3-oxobut-1-en-1-yl)carbamate C(C=C)N(C(OC(C)(C)C)=O)\C=C\C(C)=O